tert-butyl (S)-2-((6-chloro-1H-pyrazolo[3,4-d]pyrimidin-1-yl)methyl)piperidine-1-carboxylate ClC1=NC=C2C(=N1)N(N=C2)C[C@H]2N(CCCC2)C(=O)OC(C)(C)C